2-(4-(3-chloro-4-((3,5-difluoropyridin-2-yl)methoxy)-5',6-dimethyl-2-oxo-2H-[1,4'-bipyridyl]-2'-yl)pyrimidin-2-yl)-2-methylpropanenitrile ClC=1C(N(C(=CC1OCC1=NC=C(C=C1F)F)C)C1=CC(=NC=C1C)C1=NC(=NC=C1)C(C#N)(C)C)=O